C(#N)C1=CC(=NC=C1)C1=CN(C2=C1N=CN=C2N2C[C@H](N(C[C@@H]2C)C(=O)OC(C)(C)C)C([2H])([2H])[2H])C2=C(C=CC=C2)F tert-Butyl (2R,5S)-4-(7-(4-cyanopyridin-2-yl)-5-(2-fluorophenyl)-5H-pyrrolo[3,2-d]pyrimidin-4-yl)-5-methyl-2-(methyl-d3)piperazine-1-carboxylate